CC=1NC=2N(C(C1C=1C=CC3=C(N(C=N3)C)C1)=O)N=C(C2C2=CC=CC=C2)C2=CC=CC=C2 5-methyl-6-(1-methyl-1H-benzo[d]imidazol-6-yl)-2,3-diphenylpyrazolo[1,5-a]pyrimidin-7(4H)-one